ClC=1C=C(C=CC1)[C@H]1[C@H](C1)N1C=CC(C2=CC=C(C=C12)NCC=1N=C2N(C=C(C=C2)C2CC2)C1)=O |o1:7,8| ((1S*,2S*)-2-(3-chlorophenyl)cyclopropyl)-7-(((6-cyclopropylimidazo[1,2-a]pyridin-2-yl)methyl)amino)quinolin-4(1H)-one